tert-butyl 4-[3-chloro-2-(triisopropylsilyloxymethyl)pyridine-4-carbonyl]-4-methyl-piperidine-1-carboxylate ClC=1C(=NC=CC1C(=O)C1(CCN(CC1)C(=O)OC(C)(C)C)C)CO[Si](C(C)C)(C(C)C)C(C)C